CC=CCCNC(=O)NC=1C=C2C(=CNC2=CC1)C1CCN2CCCCC2CC1 N-(2-penten-5-yl)-N'-(3-(1-azabicyclo[5.4.0]undecan-4-yl)-1H-indol-5-yl)urea